7-(5-methyl-1H-indazol-4-yl)pyrido[4,3-d]pyrimidine bis(2,2,2-trifluoroacetate) FC(C(=O)O)(F)F.FC(C(=O)O)(F)F.CC=1C(=C2C=NNC2=CC1)C1=CC=2N=CN=CC2C=N1